C(C)(C)NC(O[C@H]1C[C@H](CC1)C=1NN=C(C1)NC(=O)C=1N(N=C(C1)C1=C(C(=CC=C1F)O)C=O)C)=O (1R,3S)-3-{5-[5-(6-fluoro-2-formyl-3-hydroxyphenyl)-2-methylpyrazole-3-amido]-2H-pyrazol-3-yl}cyclopentyl N-isopropylcarbamate